cyclopropyl-4-oxo-chromen C1(CC1)C=1OC2=CC=CC=C2C(C1)=O